Methylpropylpiperidyltrifluoromethane CC1(N(CCCC1)C(F)(F)F)CCC